NC=1N=C(C2=C(N1)NC(=C2)C2=CC=C(C=C2)CN2CC(CCC2)(C)C)C=2C(=C(C=CC2)N2C(C1=C(C=C(C=C1C=C2)C2CC2)F)=O)CO 2-[3-(2-amino-6-{4-[(3,3-dimethyl-piperidin-1-yl)methyl]phenyl}-7H-pyrrolo[2,3-d]pyrimidin-4-yl)-2-(hydroxymethyl)phenyl]-6-cyclopropyl-8-fluoroisoquinolin-1(2H)-one